4-(1-ethyl-1H-pyrazol-4-yl)-N-((6-isopropoxypyridin-3-yl)methyl)quinolin-8-amine C(C)N1N=CC(=C1)C1=CC=NC2=C(C=CC=C12)NCC=1C=NC(=CC1)OC(C)C